CC1(OB(OC1(C)C)C=1C=NN(C1)CC1(CC1)C#N)C 1-((4-(4,4,5,5-tetramethyl-1,3,2-dioxaborolan-2-yl)-1H-pyrazol-1-yl)methyl)cyclopropane-1-carbonitrile